ClC1=C(C=C(C=C1)F)[C@@H]([C@@H](C)C=1N(C(C(=C(N1)C(=O)NC=1C=NOC1)O)=O)C)C=1C(=NN(C1)C)C 2-((1S,2R)-1-(2-chloro-5-fluorophenyl)-1-(1,3-dimethyl-1H-pyrazol-4-yl)propan-2-yl)-5-hydroxy-N-(isoxazol-4-yl)-1-methyl-6-oxo-1,6-dihydropyrimidine-4-carboxamide